1,1-Difluoro-N-(2-((3S,4R)-4-hydroxy-3-(pyridin-2-ylmethyl)chroman-7-yl)phenyl)methansulfonamid FC(S(=O)(=O)NC1=C(C=CC=C1)C1=CC=C2[C@@H]([C@H](COC2=C1)CC1=NC=CC=C1)O)F